(3-((2-(3-amino-1,4-dimethyl-1H-pyrazol-5-yl)-5-fluoropyridin-4-yl)oxy)azetidin-1-yl)(5-(2-methylthiazol-5-yl)-4,5-dihydro-1H-pyrazol-1-yl)methanone NC1=NN(C(=C1C)C1=NC=C(C(=C1)OC1CN(C1)C(=O)N1N=CCC1C1=CN=C(S1)C)F)C